3,6-dibromo-terephthalaldehyde BrC=1C=C(C=O)C(=CC1C=O)Br